NC=1N(N=C2CN(CCC21)S(=O)(=O)C)C(=O)[C@H]2CCNC1=C(C=C(C=C21)CC)C |o1:16| (3-amino-6-(methylsulfonyl)-4,5,6,7-tetrahydropyrazolo[3,4-c]pyridin-2-yl)((S*)-6-ethyl-8-methyl-1,2,3,4-tetrahydroquinolin-4-yl)methanone